(S)-(4-bromo-2-(trifluoromethyl)phenyl)((2R,3S,4S,5R,6R)-3,4,5-tris(benzyloxy)-6-((benzyloxy)methyl)tetrahydro-2H-pyran-2-yl)methanol BrC1=CC(=C(C=C1)[C@H](O)[C@H]1O[C@@H]([C@H]([C@@H]([C@@H]1OCC1=CC=CC=C1)OCC1=CC=CC=C1)OCC1=CC=CC=C1)COCC1=CC=CC=C1)C(F)(F)F